C1(CC1)NC1=C(C=NC2=CC=C(C=C12)C=1C=NNC1)C(=O)NCCC1CCS(CC1)(=O)=O 4-(cyclopropylamino)-N-(2-(1,1-dioxidotetrahydro-2H-thiopyran-4-yl)ethyl)-6-(1H-pyrazol-4-yl)quinoline-3-carboxamide